(7-((3-Fluoro-1-methyl-1H-pyrrolo[2,3-b]pyridin-6-yl)oxy)-2-azaspiro[3.5]nonan-2-yl)((1s,3s)-3-hydroxy-3-methylcyclobutyl)methanon FC1=CN(C2=NC(=CC=C21)OC2CCC1(CN(C1)C(=O)C1CC(C1)(C)O)CC2)C